ClC1=CC(=C(C=C1)C(C(N1CCC2=CC=C(C=C12)OC(F)(F)F)=O)NC=1C=C(OCCC(C(=O)OC(C)(C)C)C)C=C(C1)OC)OC tert-butyl 4-(3-((1-(4-chloro-2-methoxyphenyl)-2-oxo-2-(6-(trifluoromethoxy)indolin-1-yl)ethyl)amino)-5-methoxyphenoxy)-2-methylbutanoate